FC(C(=O)O)(F)F.ClC1=C(C=CC(=C1NC=1C(=C2C(N(C=NC2=CC1)C)=O)F)F)NS(=O)(=O)N1CC(C1)COC(F)F N-(2-chloro-4-fluoro-3-((5-fluoro-3-methyl-4-oxo-3,4-dihydroquinazolin-6-yl)amino)phenyl)-3-((difluoromethoxy)methyl)azetidine-1-sulfonamide Trifluoroacetate